OC1(C[C@@H](N([C@@H](C1)C)CC1=CC=C(C=C1)OC)C)CC(=O)OC(C)(C)C tert-butyl 2-[(2s,6r)-4-hydroxy-1-[(4-methoxyphenyl)methyl]-2,6-dimethyl-4-piperidyl]acetate